FC1CC(N(C1)C(CC1=NC(=CC=C1)OC)=O)C(=O)NC(C1=CC=C(C=C1)C(C)C)C1=CC=CC=C1 4-fluoro-1-[2-(6-methoxypyridin-2-yl)acetyl]-N-{phenyl[4-(propan-2-yl)phenyl]methyl}pyrrolidine-2-carboxamide